C(C)OC(=O)C=1N=CN(C1N)C1=C(C=C(C=C1)Cl)Br 5-amino-1-(4-chloro-2-bromophenyl)-1H-imidazole-4-carboxylic acid ethyl ester